1-(1-(5-(ethoxymethyl)pyrimidin-2-yl)piperidin-4-yl)-4-methyl-1,4-dihydroquinoxaline C(C)OCC=1C=NC(=NC1)N1CCC(CC1)N1C=CN(C2=CC=CC=C12)C